methyl 4-{5-(1-ethyl-3-methyl-1H-pyrazol-5-yl)-4-[(4-methoxyphenyl)methyl]-4H-1,2,4-triazol-3-yl}-1H-indazole-6-carboxylate C(C)N1N=C(C=C1C=1N(C(=NN1)C1=C2C=NNC2=CC(=C1)C(=O)OC)CC1=CC=C(C=C1)OC)C